((S)-3-aminopyrrolidin-1-yl)(3-methyl-5-(4-(1-((tetrahydro-2H-pyran-3-yl)methyl)piperidin-4-yl)phenyl)thiophen-2-yl)methanone N[C@@H]1CN(CC1)C(=O)C=1SC(=CC1C)C1=CC=C(C=C1)C1CCN(CC1)CC1COCCC1